(1S,3S)-N'-hydroxy-2,2-dimethyl-3-(4-sulfamoylphenyl)cyclopropanecarboxamidine ON=C(N)[C@@H]1C([C@H]1C1=CC=C(C=C1)S(N)(=O)=O)(C)C